thieno[3,2-d]pyrimidine-2,4-diamine N1=C(N=C(C2=C1C=CS2)N)N